C(#C)C1=CC=C(C=C1)C1=CC=CC=2N1N=CN2 5-(4-ethynylphenyl)-[1,2,4]triazolo[1,5-a]pyridine